benzyl 4-((1-(N-(5-chloro-4-(cyclopentylmethoxy)-2-fluorobenzoyl)sulfamoyl)-pyrrolidin-3-yl)oxy)piperidine-1-carboxylate ClC=1C(=CC(=C(C(=O)NS(=O)(=O)N2CC(CC2)OC2CCN(CC2)C(=O)OCC2=CC=CC=C2)C1)F)OCC1CCCC1